4-[1-[(4,4-difluorocyclohexyl)methyl]pyrrolo[3,2-b]pyridin-6-yl]-5-methyl-isoxazol-3-amine FC1(CCC(CC1)CN1C=CC2=NC=C(C=C21)C=2C(=NOC2C)N)F